N-(6-(3,5-Dimethyl-1H-pyrazol-1-yl)benzo[d]isoxazol-3-yl)-2,6-dimethoxybenzenesulfonamide CC1=NN(C(=C1)C)C1=CC2=C(C(=NO2)NS(=O)(=O)C2=C(C=CC=C2OC)OC)C=C1